4-(2,6-dimethylpyridin-4-yl)-1-(5-(isopropylthio)-4-(2-methoxyphenyl)thiazol-2-yl)-3-methyl-1H-pyrazole-5-carboxylic acid CC1=NC(=CC(=C1)C=1C(=NN(C1C(=O)O)C=1SC(=C(N1)C1=C(C=CC=C1)OC)SC(C)C)C)C